[Ni].N1(CC1)C(=O)CCCC(=O)N1CC1 1,3-di(1-aziridinylcarbonyl)propane Nickel